O=C1C(O)=C(O)[C@H](O1)[C@@H](O)CO.C(CC(O)(C(=O)O)CC(=O)O)(=O)O citric acid, ascorbate salt